N-{[4-(2,3-dihydro-1-benzofuran-7-sulfonyl)phenyl]methyl}imidazo[1,2-a]pyridine-6-carboxamide O1CCC2=C1C(=CC=C2)S(=O)(=O)C2=CC=C(C=C2)CNC(=O)C=2C=CC=1N(C2)C=CN1